methyl 5,6-dichloro-1H-pyrrolo[2,3-b]pyridine-4-carboxylate ClC1=C(C2=C(N=C1Cl)NC=C2)C(=O)OC